ClC1=CC=C(C=C1)C(CN[C@H](C(=O)C1=CNC2=CC=CC=C12)C1=CC=CC=C1)CC (S)-2-((2-(4-chlorophenyl)butyl)amino)-1-(1H-indol-3-yl)-2-phenylethan-1-one